3-(2-fluoro-4-((4-(1-(4-((1R,2S)-6-hydroxy-2-phenyl-1,2,3,4-tetrahydronaphthalen-1-yl)phenyl)piperidin-4-yl)piperazin-1-yl)methyl)phenyl)piperidine-2,6-dione FC1=C(C=CC(=C1)CN1CCN(CC1)C1CCN(CC1)C1=CC=C(C=C1)[C@H]1[C@H](CCC2=CC(=CC=C12)O)C1=CC=CC=C1)C1C(NC(CC1)=O)=O